(R)-2-(6-(5-chloro-2-((1-methyl-1H-pyrazol-5-yl)amino)pyrimidin-4-yl)-3-oxo-1H-pyrrolo[1,2-c]imidazol-2(3H)-yl)-N-((S)-1-(3-fluoro-5-methoxyphenyl)-2-hydroxyethyl)propanamide ClC=1C(=NC(=NC1)NC1=CC=NN1C)C=1C=C2N(C(N(C2)[C@@H](C(=O)N[C@H](CO)C2=CC(=CC(=C2)OC)F)C)=O)C1